5-bromo-2-nitro-1-{[2-(trimethylsilyl)ethoxy]methyl}imidazole BrC1=CN=C(N1COCC[Si](C)(C)C)[N+](=O)[O-]